[Co].[Cu].[La] lanthanum-copper-cobalt